ClC1=NC(=CC2=C1C(N(C2)C(C)C2CC2)=O)Cl 4,6-dichloro-2-(1-cyclopropylethyl)-1H-pyrrolo[3,4-c]pyridin-3(2H)-one